6-cyclopropyl-4-(trifluoromethyl)isoindolin-1-one C1(CC1)C1=CC(=C2CNC(C2=C1)=O)C(F)(F)F